di(2-octyldecyl) 6,6'-(ethane-1,2-diyl-bis((3-hydroxypropyl)azanediyl))dihexanoate C(CN(CCCO)CCCCCC(=O)OCC(CCCCCCCC)CCCCCCCC)N(CCCO)CCCCCC(=O)OCC(CCCCCCCC)CCCCCCCC